ClC=1C(=NC=C(C1)Cl)N1CCN(CC1)C(=O)C=1C=C(C(=NC1C(F)(F)F)OCC1=CC=C(C=C1)C(F)(F)F)C#N 5-[4-(3,5-Dichloro-2-pyridyl)piperazine-1-carbonyl]-6-(trifluoromethyl)-2-[[4-(trifluoromethyl)phenyl]methoxy]pyridine-3-carbonitrile